O=S1(C2=C(N(CC3=C1C=CC=C3)C(C)=O)C=CC=C2)=O 1-(5,5-dioxodibenzo[b,f][1,4]thiazepine-10(11H)-yl)ethan-1-one